3-fluoro-4-(trifluoromethyl)benzaldehyde FC=1C=C(C=O)C=CC1C(F)(F)F